C(CCCCCCC\C=C/CCCCCCCC)(=O)OCCCCCCCCOC(CCCCCCC\C=C/CCCCCCCC)=O.[Ti] Titanium octylene dioleate